(E)-2,4-difluoro-N-(2-methoxy-5-(4-(4-(4-oxopent-2-enoyl)piperazin-1-yl)quinazolin-6-yl)pyridin-3-yl)benzenesulfonamide maleate C(\C=C/C(=O)O)(=O)O.FC1=C(C=CC(=C1)F)S(=O)(=O)NC=1C(=NC=C(C1)C=1C=C2C(=NC=NC2=CC1)N1CCN(CC1)C(\C=C\C(C)=O)=O)OC